4-[4-(4-methoxypyrazolo[1,5-a]pyridin-6-yl)-5-methyl-triazol-1-yl]piperidine-1-carboxylic acid tert-butyl ester C(C)(C)(C)OC(=O)N1CCC(CC1)N1N=NC(=C1C)C=1C=C(C=2N(C1)N=CC2)OC